2-(((2R)-2-(4-chloro-2-(methoxy-d3)phenyl)-10-methyl-7,10-dihydro-2H-pyrano[3,2-H]isoquinolin-9(8H)-yl)methyl)-3-(((S)-oxetan-2-yl)methyl)-3H-imidazo[4,5-b]pyridine-5-carboxylic acid ClC1=CC(=C(C=C1)[C@H]1C=CC=2C=CC=3CCN(C(C3C2O1)C)CC1=NC=2C(=NC(=CC2)C(=O)O)N1C[C@H]1OCC1)OC([2H])([2H])[2H]